methylsulfonyl-pyrrolidine-1-carboxamide CS(=O)(=O)C1N(CCC1)C(=O)N